FC=1C=CC=C2C=C(C=NC12)C(=O)N (E)-8-fluoro-quinoline-3-carboxamide